ClC1=C(C(=O)NS(=O)(=O)C=2C(=NN(C2)C)C)C=CC(=N1)N1N=C(C=C1)OCC1C2(C13CC3)CC2 2-chloro-N-((1,3-dimethyl-1H-pyrazol-4-yl)sulfonyl)-6-(3-(dispiro[2.0.2.1]heptan-7-ylmethoxy)-1H-pyrazol-1-yl)nicotinamide